Phenylaminopropyltrimethoxysilan C1(=CC=CC=C1)NCCC[Si](OC)(OC)OC